5-((3-(dimethylamino)propyl)amino)pyrido[3,4-e][1,2,4]triazolo[4,3-c]pyrimidine-3-carboxylic acid CN(CCCNC1=NC2=C(C=3N1C(=NN3)C(=O)O)C=NC=C2)C